C12CN(C(CC1)CC2)CC(=O)NC=2C=C(C(=NC2)C)NC(=O)C=2N=NN1C2C=CC(=C1)C=1C=NN(C1)C1COCC1 N-[5-[[2-(3-azabicyclo[2.2.2]octan-3-yl)acetyl]amino]-2-methyl-3-pyridyl]-6-(1-tetrahydrofuran-3-ylpyrazol-4-yl)triazolo[1,5-a]pyridine-3-carboxamide